C(#C)C1=NC(=CC=C1)OC 2-ethynyl-6-methoxypyridine